N1CCNCCN1 1,4,7-triazepan